ClC1=C(C(=O)N2CCN(CC2)C(CC[N+](C)(C)C)=O)C=CC(=C1)NC(=O)C=1N(C(=CN1)C1=C(C(=C(C=C1)OCC#N)F)F)C [3-[4-[2-chloro-4-[[5-[4-(cyanomethoxy)-2,3-difluoro-phenyl]-1-methyl-imidazole-2-carbonyl]amino]benzoyl]piperazin-1-yl]-3-oxo-propyl]-trimethyl-ammonium